(S)-ethyl 2-(2-(3-(azetidin-3-yl)-1-methyl-1H-indazol-5-yl)-7-(4-chlorophenyl)-5-methylbenzo[d]thiazol-6-yl)-2-(tert-butoxy)acetate N1CC(C1)C1=NN(C2=CC=C(C=C12)C=1SC2=C(N1)C=C(C(=C2C2=CC=C(C=C2)Cl)[C@@H](C(=O)OCC)OC(C)(C)C)C)C